C(C)(C)(C)OC(NCCCC[C@@H](C(COC1=C(C(=CC(=C1F)F)F)F)=O)NC([C@H](CC(C)C)NC(C(=O)NC1=C(C=CC=C1)F)=O)=O)=O ((S)-5-((S)-2-(2-((2-fluorophenyl)amino)-2-oxoacetamido)-4-methylpentanamido)-6-oxo-7-(2,3,5,6-tetrafluorophenoxy)heptyl)carbamic acid tert-butyl ester